CNC(CCC)C1OC2=C(O1)C=CC=C2 N-METHYL-1,3-BENZODIOXOLYLBUTANAMIN